3-(1-methyl-6-(4-((R)-1-(((1r,4R)-4-(2-methyl-3-(4,4,5,5-tetramethyl-1,3,2-dioxaborolan-2-yl)phenoxy)cyclohexyl)oxy)propan-2-yl)piperazin-1-yl)-1H-indazol-3-yl)piperidine-2,6-dione CN1N=C(C2=CC=C(C=C12)N1CCN(CC1)[C@@H](COC1CCC(CC1)OC1=C(C(=CC=C1)B1OC(C(O1)(C)C)(C)C)C)C)C1C(NC(CC1)=O)=O